butyl 7,7-dimethyl-8-oxo-2-azaspiro[4.5]decane-2-carboxylate CC1(CC2(CCN(C2)C(=O)OCCCC)CCC1=O)C